N-(4-chloro-3-(trifluoromethyl)phenyl)-2-oxoacetamide ClC1=C(C=C(C=C1)NC(C=O)=O)C(F)(F)F